tert-Butyl 5-(bromomethyl)-2-methoxybenzoate BrCC=1C=CC(=C(C(=O)OC(C)(C)C)C1)OC